N=1NC=C2C=CC(=CC12)C(=O)[O-] 2H-indazole-6-carboxylate